CC(C(=O)O)CCCC(C=C)C 2,6-dimethyl-7-octenoic acid